OC1=C(C(=O)N[C@@H](CO)C(=O)O)C=CC=C1O 2,3-dihydroxybenzoyl-serine